6-(4-fluorobenzoyl)-9-(2',3',5'-tri-O-acetyl-beta-D-ribofuranosyl)purine FC1=CC=C(C(=O)C2=C3N=CN(C3=NC=N2)[C@H]2[C@H](OC(C)=O)[C@H](OC(C)=O)[C@H](O2)COC(C)=O)C=C1